(S)-2-((S)-3,3-Difluorocyclopentyl)-2-(4-(2-methyl-2H-tetrazol-5-yl)phenyl)-N-(3-(trifluoromethoxy)phenyl)acetamide FC1(C[C@H](CC1)[C@H](C(=O)NC1=CC(=CC=C1)OC(F)(F)F)C1=CC=C(C=C1)C=1N=NN(N1)C)F